FC1=C2C(=NN(C2=CC(=C1)F)COCC[Si](C)(C)C)CCO 2-(4,6-difluoro-1-((2-(trimethylsilyl)ethoxy)methyl)-1H-indazol-3-yl)ethan-1-ol